Cl.Cl[C@@H]1CNCC1 (S)-3-chloropyrrolidine hydrochloride